(4R)-4-(5-fluoro-1,3-benzoxazol-2-yl)-1,4,6,7-tetrahydroimidazo[4,5-c]pyridin FC=1C=CC2=C(N=C(O2)[C@@H]2NCCC3=C2N=CN3)C1